5,6,7,8-tetrahydroNaphthalene-1,6,7-triol C1(=CC=CC=2CC(C(CC12)O)O)O